N,N'-p-phenylene-bis-benzamide C1(=CC=C(C=C1)NC(C1=CC=CC=C1)=O)NC(C1=CC=CC=C1)=O